N-(cyclobutylmethyl)-1-[6-[[4-(1H-pyrrolo[2,3-b]pyridin-5-yl)triazol-1-yl]methyl]-1H-indol-2-yl]methylamine C1(CCC1)CNCC=1NC2=CC(=CC=C2C1)CN1N=NC(=C1)C=1C=C2C(=NC1)NC=C2